(S)-4-ethyl-4-hydroxy-8-nitro-1H-pyrano[3',4':6,7]indolizino[1,2-b]quinoline-3,14(4H,12H)-dione C(C)[C@]1(C(OCC=2C(N3CC=4C(=NC=5C=C(C=CC5C4)[N+](=O)[O-])C3=CC21)=O)=O)O